N-(benzo[d]thiazol-2-yl)-2-((4-oxo-2-(p-tolyl)-4H-chromen-3-yl)oxy)acetamide S1C(=NC2=C1C=CC=C2)NC(COC2=C(OC1=CC=CC=C1C2=O)C2=CC=C(C=C2)C)=O